FC1=C(C=CC(=C1)F)C1=C(C=C2C(=NC(N3C2=C1SCCC3)=O)N3[C@H](CNCC3)C)C(F)(F)F 11-(2,4-difluorophenyl)-8-((S)-2-methylpiperazin-1-yl)-10-(trifluoromethyl)-3,4-dihydro-2H,6H-[1,4]thiazepino[2,3,4-ij]quinazolin-6-one